C(C)(=O)OC=1C=CC=2C3[C@@H](C[C@@]4([C@](CC[C@H]4[C@@H]3CCC2C1)(O)C(C#C)(F)F)C)C1=CC=C(C=C1)C1CC1 (8S,11R,13S,14S,17S)-11-(4-cyclopropylphenyl)-17-(1,1-difluoroprop-2-yn-1-yl)-17-hydroxy-13-methyl-7,8,9,11,12,13,14,15,16,17-decahydro-6H-cyclopenta[a]phenanthren-3-yl acetate